C(C)N([C@]1(C(CCCC1)=O)C1=CC=CC=C1)CC (S)-2-(diethylamino)-2-phenylcyclohexanone